FC(OC1=CC=CC=2C(N[C@H]3C=4N([C@@H](C21)C3)C3=C(N4)C=CC(=C3)C=3C=NC(=NC3)C(C)(C)N(C)C)=O)F (7R,14R)-1-(difluoromethoxy)-11-{2-[2-(dimethylamino)propan-2-yl]pyrimidin-5-yl}-6,7-dihydro-7,14-methanobenzimidazo[1,2-b][2,5]benzodiazocin-5(14H)-one